FC(C=1C=C(C=CC1F)C=1C=C2C(=NC1)C(=NN2CC(=O)O)F)F 2-(6-(3-(difluoromethyl)-4-fluorophenyl)-3-fluoro-1H-pyrazolo[4,3-b]pyridin-1-yl)acetic acid